(7S)-7-Ethyl-8,11-dioxo-7,8,11,13-tetrahydro-2H,10H-[1,3]dioxolo[4,5-g]pyrano[3',4':6,7]indolizino[1,2-b]quinolin-7-yl N-(tert-butoxycarbonyl)-L-valinate C(C)(C)(C)OC(=O)N[C@@H](C(C)C)C(=O)O[C@@]1(C(OCC=2C(N3CC=4C(=NC=5C=C6C(=CC5C4)OCO6)C3=CC21)=O)=O)CC